(S)-6-(6-Chloro-5-fluoro-2-oxo-1,2-dihydrospiro[benzo[d][1,3]oxazine-4,3'-pyrrolidin]-1'-yl)-N-((5,6,7,8-tetrahydro-1,8-naphthyridin-2-yl)methyl)pyrazine-2-carboxamide ClC1=C(C2=C(NC(O[C@]23CN(CC3)C3=CN=CC(=N3)C(=O)NCC3=NC=2NCCCC2C=C3)=O)C=C1)F